3-(4-(imidazo[1,2-b]pyridazin-3-yl)-1H-1,2,3-triazol-1-yl)-4-methylbenzamide N=1C=C(N2N=CC=CC21)C=2N=NN(C2)C=2C=C(C(=O)N)C=CC2C